ethyl cytidine-5'-triphosphate P(O)(=O)(OP(=O)(O)OP(=O)(O)O)OC[C@@H]1[C@H]([C@H]([C@@](O1)(N1C(=O)N=C(N)C=C1)CC)O)O